9'-((2-chloro-4-phenoxyphenyl)(hydroxy)methyl)-3-(dimethylamino)-4',7'-dihydrospiro[cyclopentane-1,2'-pyrrolo[3',2':5,6]pyrido[3,4-b]pyrazin]-3'(1'h)-one ClC1=C(C=CC(=C1)OC1=CC=CC=C1)C(C1=CNC2=C1C1=C(NC(C3(N1)CC(CC3)N(C)C)=O)C=N2)O